dimethyloloctadecanol C(O)C(CCCCCCCCCCCCCCCCC)(O)CO